FC1=C(C(=O)N2CCN(CC2)C(CCC[Si]([O-])(C)C)=O)C=C(C=C1)CC1=NNC(C2=CC=CC=C12)=O.[Na+] Sodium (4-(4-(2-fluoro-5-((4-oxo-3,4-dihydrophthalazin-1-yl)methyl)benzoyl)piperazin-1-yl)-4-oxobutyl)dimethylsilanolate